2-(4-chlorobenzyl)-N-cyclopentyl-8-methyl-4,5-dihydro-2H-furo[2,3-g]indazole-7-carboxamide ClC1=CC=C(CN2N=C3C4=C(CCC3=C2)OC(=C4C)C(=O)NC4CCCC4)C=C1